C1(=CC=CC=C1)C1=NOC(=C1S(=O)(=O)C(F)(F)F)C1=CC=CC=C1 3,5-diphenyl-4-triflyl-isoxazole